6-{6-chloro-3-[1-(3-methylbutyl)-1H-pyrazol-4-yl]pyridin-2-yl}-2-(pyridin-2-ylmethyl)-2,3-dihydro-1H-isoindol-1-one ClC1=CC=C(C(=N1)C1=CC=C2CN(C(C2=C1)=O)CC1=NC=CC=C1)C=1C=NN(C1)CCC(C)C